ClC=1C=CC=C2C=C(NC12)C(=O)N[C@H](C(=O)N[C@H](C(=O)OC)CC1C(NC(C1)(C)C)=O)CC1CC1 methyl (2S)-2-[[(2S)-2-[(7-chloro-1H-indole-2-carbonyl) amino]-3-cyclopropyl-propanoyl]amino]-3-(5,5-dimethyl-2-oxo-pyrrolidin-3-yl)propanoate